5-{2-amino-1,3-thiazol-4-yl}-2-(2,4-dichlorophenyl)-1-{[2-(trimethylsilyl)ethoxy]methyl}-1H-pyrrole-3-carbonitrile NC=1SC=C(N1)C1=CC(=C(N1COCC[Si](C)(C)C)C1=C(C=C(C=C1)Cl)Cl)C#N